FC=1C=C(C(=C(C1)C1NCCC2=C1SC(=N2)C(=O)N)C)C2=C1C=CN(C1=CC=C2)C(=O)C=2SC=1CNCCC1N2 (5-fluoro-2-methyl-3-(1-(4,5,6,7-tetrahydrothiazolo[5,4-c]pyridine-2-carbonyl)indol-4-yl)phenyl)-4,5,6,7-tetrahydrothiazolo[5,4-c]pyridine-2-carboxamide